N-((5-(2-((6-methoxy-2-methylquinazolin-4-yl)thio)acetyl)thiophen-2-yl)methyl)-2-(2-methyl-1H-imidazol-1-yl)acetamide COC=1C=C2C(=NC(=NC2=CC1)C)SCC(=O)C1=CC=C(S1)CNC(CN1C(=NC=C1)C)=O